ClCC=1C(=CC(=C(C1)NC([C@H](C(C1CC1)C1CC1)NC(OC(C)(C)C)=O)=O)F)C(C(NCC(F)(F)F)=O)C tert-butyl ((2S)-1-((5-(chloromethyl)-2-fluoro-4-(1-oxo-1-((2,2,2-trifluoroethyl)amino)propan-2-yl)phenyl)amino)-3,3-dicyclopropyl-1-oxopropan-2-yl)carbamate